C(=C)OC=C Mono-vinyl ether